CN1N=CC(=C1)C=1C=CC=2N(N1)C(=NN2)SC=2C=C1C=CC=NC1=CC2 6-[[6-(1-methyl-1H-pyrazol-4-yl)-1,2,4-triazolo[4,3-b]pyridazin-3-yl]thio]-quinoline